(R)-3-(1-((8-(4-cyanophenyl)-6-(1-(fluoromethyl)cyclopropyl)-2-methyl-7-oxo-6,7-Dihydropyrido[4,3-d]pyrimidin-4-yl)amino)ethyl)-2-methylbenzonitrile C(#N)C1=CC=C(C=C1)C=1C(N(C=C2C1N=C(N=C2N[C@H](C)C=2C(=C(C#N)C=CC2)C)C)C2(CC2)CF)=O